1-(9Z-heptadecenoyl)-2-(5Z,8Z,11Z,14Z-eicosatetraenoyl)-glycero-3-phosphoserine CCCCCCC/C=C\CCCCCCCC(=O)OC[C@H](COP(=O)(O)OC[C@@H](C(=O)O)N)OC(=O)CCC/C=C\C/C=C\C/C=C\C/C=C\CCCCC